8-((5-cyclopropyl-3-(2,6-dichlorophenyl)isoxazol-4-yl)methyl)-1-oxa-8-azaspiro[4.5]decan-3-one C1(CC1)C1=C(C(=NO1)C1=C(C=CC=C1Cl)Cl)CN1CCC2(CC(CO2)=O)CC1